E-but-2-ene-1,4-diol C(\C=C\CO)O